C(C)(C)(C)OC(=O)NC[C@H](C(=O)O)CCOC (R)-2-(((t-butoxycarbonyl)amino)methyl)-4-methoxybutyric acid